C1(=CC=CC2=CC=CC=C12)NC(=O)N1C2CN(C(C1)C2)C2=NC=C(C=C2)C2=NOC(=N2)C(F)(F)F N-(naphthalen-1-yl)-5-(5-(5-(trifluoromethyl)-1,2,4-oxadiazol-3-yl)pyridin-2-yl)-2,5-diazabicyclo[2.2.1]heptane-2-carboxamide